COC(C[C@@H]1N(CCC1)C1=CC(=C(C=C1)F)Br)=O 2-[(2R)-1-(3-bromo-4-fluorophenyl)pyrrolidin-2-yl]acetic acid methyl ester